tert-butyl 4-(2-fluoro-4-(((1s,4s)-1-oxotetrahydro-2H-thiopyran-4-yl) oxy) phenyl)-piperazine-1-carboxylate FC1=C(C=CC(=C1)OC1CCS(CC1)=O)N1CCN(CC1)C(=O)OC(C)(C)C